2,6-di-t-butyl-4-methylphenyl-benzyl-diphosphite C(C)(C)(C)C1=C(C(=CC(=C1)C)C(C)(C)C)OP([O-])(OP([O-])[O-])CC1=CC=CC=C1